5-(2-fluoro-5-(5-bromobenzo[d]oxazole-2-carboxamido)phenyl)-2,5-dimethyl-1,1-dioxo-1,2,4-thiadiazin FC1=C(C=C(C=C1)NC(=O)C=1OC2=C(N1)C=C(C=C2)Br)C2(N=CN(S(C2)(=O)=O)C)C